2,5-bis-(2-ethylhexanoyl-peroxy)-2,5-dimethylhexane C(C)C(C(=O)OOC(C)(CCC(C)(C)OOC(C(CCCC)CC)=O)C)CCCC